C(C)(=O)OC1COC(C(C1OC(C)=O)N=[N+]=[N-])OC 5-azido-6-methoxytetrahydro-2H-pyran-3,4-diyl diacetate